FC(C(=O)O)(F)F.C=C(C)C1=CC=C(C=N1)CN1N=CC(=C1)CN (1-((6-(prop-1-en-2-yl)pyridin-3-yl)methyl)-1H-pyrazol-4-yl)methylamine trifluoroacetate